2-(3-methoxycyclobutyl)-N-[(3S)-pyrrolidin-3-yl]carbamate COC1CC(C1)C1NCC[C@@H]1NC([O-])=O